ClC=1C=C(C=C(C1)Cl)NC1=NC=C(C(=N1)NC1=CC=C2CCNCC2=C1)C=1C=NN(C1)C1CCNCC1 N2-(3,5-dichlorophenyl)-5-(1-(piperidin-4-yl)-1H-pyrazol-4-yl)-N4-(1,2,3,4-tetrahydroisoquinolin-7-yl)pyrimidine-2,4-diamine